3-(3-fluoro-2-nitrophenyl)propanoic acid FC=1C(=C(C=CC1)CCC(=O)O)[N+](=O)[O-]